C(C)C1=CC2=C(NC1=O)CC(OC2)CC2N(CCNC2)C2=CC(=NC=C2)C(=O)NC 4-(((3-ethyl-2-oxo-1,5,7,8-tetrahydro-2H-pyrano[4,3-b]pyridin-7-yl)methyl)piperazin-1-yl)-N-methylpicolinamide